NC1=NC=CC=C1C1=NC=2C(=NC(=CC2Br)N2N=C(C=C2)F)N1C=1C=C2CC[C@@H](C2=CC1)NC(C1=CN=C(C=C1)C(F)F)=O (S)-N-(5-(2-(2-aminopyridin-3-yl)-7-bromo-5-(3-fluoro-1H-pyrazol-1-yl)-3H-imidazo[4,5-b]pyridin-3-yl)-2,3-dihydro-1H-inden-1-yl)-6-(difluoromethyl)nicotinamide